C1(CC1)C1=CC=C2C(=NC(N(C2=C1)CC#C)=O)NC 7-cyclopropyl-4-(methylamino)-1-(prop-2-yn-1-yl)quinazolin-2(1H)-one